m-ureidoaniline N(C(=O)N)C=1C=C(N)C=CC1